NCCNC1=C(C#N)C=CC=C1 2-((2-aminoethyl)amino)benzonitrile